8-(Fmoc-amino)octanoic acid C(=O)(OCC1C2=CC=CC=C2C2=CC=CC=C12)NCCCCCCCC(=O)O